3-(2-(2,6-dioxopiperidin-3-yl)-1-oxoisoindolin-4-yl)prop-2-yn-1-yl 4-(4,4,5,5-tetramethyl-1,3,2-dioxaborolan-2-yl)benzoate CC1(OB(OC1(C)C)C1=CC=C(C(=O)OCC#CC2=C3CN(C(C3=CC=C2)=O)C2C(NC(CC2)=O)=O)C=C1)C